Cl.O=C1NC(CCC1NC1=CC=C(C=C1)C1CC2CCC(C1)N2CC(=O)O)=O 2-[3-[4-[(2,6-dioxo-3-piperidyl)amino]phenyl]-8-azabicyclo[3.2.1]octan-8-yl]acetic acid hydrochloric acid salt